4-(3-pyrrolidin-1-ylpropoxycarbonyloxy)decanoic acid N1(CCCC1)CCCOC(=O)OC(CCC(=O)O)CCCCCC